3,5-Dibromo-N-(2-methylquinolin-8-yl)thiophene-2-carboxamide BrC1=C(SC(=C1)Br)C(=O)NC=1C=CC=C2C=CC(=NC12)C